ethyl (2r,4s)-2-[4-(1-methyl-1H-pyrazol-5-yl) piperidin-1-yl]-6-azaspiro[3.4]octane-6-carboxylate CN1N=CC=C1C1CCN(CC1)C1CC2(C1)CN(CC2)C(=O)OCC